CN(CCCC(=O)OCCC1OC(OC1)(CCCCCCCCSCCSCCCC)CCCCCCCCSCCSCCCC)C 2-(2,2-bis(8-((2-(Butylthio)ethyl)thio)octyl)-1,3-dioxolan-4-yl)ethyl 4-(dimethylamino)butanoate